N(=[N+]=[N-])CC1=NC(=C2C(=N1)N(N=C2)C2=C(C=C(C=C2)F)OCCC#C)OCC2=CC=CC=C2 6-(azidomethyl)-4-benzyloxy-1-(2-but-3-ynoxy-4-fluoro-phenyl)pyrazolo[3,4-d]pyrimidine